ClC=1C(=CC2=C(N=C(S2)NC(C2=NC=CC(=C2O)OC)=O)C1)OC1=C(C=CC=C1)Cl N-(5-chloro-6-(2-chlorophenoxy)benzo[d]thiazol-2-yl)-3-hydroxy-4-methoxypicolinamide